NC=1C(=NC(=CC1C)Cl)C(=O)C1=C2C=NN(C2=C(C=C1)F)S(=O)(=O)C1=CC=C(C)C=C1 (3-Amino-6-chloro-4-methylpyridin-2-yl)(7-fluoro-1-tosyl-1H-indazol-4-yl)methanone